3-((N,N-dimethylsulfamoyl)(4-methoxybenzyl)amino)pyrrolidine-1-carboxylate CN(S(=O)(=O)N(C1CN(CC1)C(=O)[O-])CC1=CC=C(C=C1)OC)C